azaacetic acid C(N)(=O)O